2,2'-azobis[N-(2-carboxyethyl)-2-methyl-propionamidine] N(=NC(C(=N)NCCC(=O)O)(C)C)C(C(=N)NCCC(=O)O)(C)C